(2E)-3-[6-(hydroxymethyl)-8-methoxy-9H-carbazol-1-yl]but-2-enoic acid OCC=1C=C2C=3C=CC=C(C3NC2=C(C1)OC)/C(=C/C(=O)O)/C